ClC1=C(C(=O)NCC2=CC(N(C=C2)C)=O)C=CC(=C1)NC=1C=2N(C=CN1)C(=CN2)C2=C(C(=C(C=C2)OCC#N)F)F 2-chloro-4-[[3-[4-(cyanomethoxy)-2,3-difluorophenyl]imidazo[1,2-a]pyrazin-8-yl]amino]-N-[(1-methyl-2-oxo-4-pyridyl)methyl]benzamide